2-fluoro-4-hydroxybenzaldehyde FC1=C(C=O)C=CC(=C1)O